(6-Amino-3-chloro-2-fluorophenyl)boronic acid NC1=CC=C(C(=C1B(O)O)F)Cl